N[C@@H](CC(=O)OCC)C=1SC=C(C1)C1=CC=CC=C1 ethyl (S)-3-amino-3-(4-phenylthiophen-2-yl)propanoate